C1(CCCC1)NC1=NC(=NC=C1C#N)NC1CCNCC1 4-(cyclopentylamino)-2-(piperidin-4-ylamino)pyrimidine-5-carbonitrile